(4-ethoxyphenyl)-[4-(3-phenyl-propyl)piperazin-1-yl]methanone C(C)OC1=CC=C(C=C1)C(=O)N1CCN(CC1)CCCC1=CC=CC=C1